N-(5-(7-methoxy-1-oxo-6-phenyl-3,4-dihydroisoquinolin-2(1H)-yl)-2-((2-methoxyethoxy)methoxy)phenyl)methanesulfonamide methyl-(1R,6S,7S)-3-azabicyclo[4.1.0]heptane-7-carboxylate COC(=O)[C@H]1[C@H]2CCNC[C@@H]12.COC1=C(C=C2CCN(C(C2=C1)=O)C=1C=CC(=C(C1)NS(=O)(=O)C)OCOCCOC)C1=CC=CC=C1